N1C=C(C2=CC=CC=C12)CC1C(NC(S1)=S)=O (Z)-5-((1H-indol-3-yl)methyl)-2-thioxothiazolidin-4-one